(1e,4e,8e)-2,6,6,9-tetramethyl-cycloundec-1,4,8-triene C\C\1=C/CC/C(=C/CC(/C=C/C1)(C)C)/C